OCCC[N+](C)(CCCO)CCCO tri(hydroxypropyl)methyl-ammonium